FC(C1=CC=C(C=C1)C=1N2C(SC1)=NC=C2)(F)F 3-(4-trifluoromethylphenyl)imidazo[2,1-b]thiazole